FCCN1N=C(C=CC1=O)NC(=O)C1=NC2=NC=3C=CC=CC3N2C=C1 N-[1-(2-fluoroethyl)-6-oxo-1,6-dihydropyridazin-3-yl]-1,8,10-triazatricyclo[7.4.0.02,7]trideca-2(7),3,5,8,10,12-hexaene-11-carboxamide